CC(CCOCC1=CC=CC=C1)(C)C benzyl 3,3-dimethyl-butyl ether